6-Chloro-2-(4,4-difluoropiperidin-1-yl)-4-methyl-N-(2-sulfamoylpyridin-4-yl)nicotinamide ClC1=NC(=C(C(=O)NC2=CC(=NC=C2)S(N)(=O)=O)C(=C1)C)N1CCC(CC1)(F)F